C1(=CC(=CC=C1)C=1OC(=CN1)C=O)C 2-(meta-tolyl)oxazole-5-carbaldehyde